FC1=C(C=C(C=C1)C(F)(F)F)C#CC1=NNC2=C1C=1N(C(=N2)N2CCC3([C@@H]([C@@H](OC3)C)N)CC2)C=CN1 (3S,4S)-8-(9-((2-fluoro-5-(trifluoromethyl)phenyl)ethynyl)-7H-imidazo[1,2-c]pyrazolo[4,3-e]pyrimidin-5-yl)-3-methyl-2-oxa-8-azaspiro[4.5]decan-4-amine